COC=1C=C(C=C(C1)OC1=CC(=CC=C1)C(F)(F)F)NC(=O)C1N(C(CC1)=O)C N-(3-Methoxy-5-(3-(trifluoromethyl)phenoxy)phenyl)-1-methyl-5-oxo-pyrrolidine-2-carboxamide